O=C1N[C@H]2[C@@H](OC1)CCN(C2)C(=O)N2CCC(CC2)C(C=2C=C(OCCNC(CCOCCN)=O)C=CC2)C2=CC=CC=C2 N-[2-[3-[[1-[(4aR,8aS)-3-oxo-4,4a,5,7,8,8a-hexahydropyrido[4,3-b][1,4]oxazine-6-carbonyl]-4-piperidyl]-phenyl-methyl]phenoxy]ethyl]-3-(2-aminoethoxy)propanamide